2-amino-N-(1-(6-(benzylsulfanyl)-3,5-dicyano-4-ethylpyridin-2-yl)piperidin-4-yl)acetylAmine, trifluoroacetic acid salt FC(C(=O)O)(F)F.NCC(=O)NC1CCN(CC1)C1=NC(=C(C(=C1C#N)CC)C#N)SCC1=CC=CC=C1